ClC=1C=C(CNCC(=O)O)C=C(C1)C1=NC=CC=N1 N-(3-chloro-5-(pyrimidin-2-yl)benzyl)glycine